3-Tert-butyl-8-propyl-6,7,8,9-tetrahydrodibenzo[b,d]furan-2-ol C(C)(C)(C)C=1C(=CC2=C(OC3=C2CC(CC3)CCC)C1)O